FC1=C(C(=C(C=2C=NN(C12)C1OCCCC1)O)C(F)(F)F)C 7-fluoro-6-methyl-1-(tetrahydro-2H-pyran-2-yl)-5-(trifluoromethyl)-1H-indazol-4-ol